N-(1-{4-[(2S)-2,3-dihydro-1,4-benzodioxin-2-yl]benzyl}piperidin-4-yl)piperidine O1[C@H](COC2=C1C=CC=C2)C2=CC=C(CN1CCC(CC1)N1CCCCC1)C=C2